(S)-2-(2-(3-(2-ethoxypropan-2-yl)-1-(2-(6-methylpyridin-3-yl)propan-2-yl)pyrrolidin-3-yl)ethyl)pteridine C(C)OC(C)(C)[C@@]1(CN(CC1)C(C)(C)C=1C=NC(=CC1)C)CCC1=NC2=NC=CN=C2C=N1